C(CS(=O)O)N=C(N)N The molecule is a member of guanidines and an organosulfinic acid. It derives from a hypotaurine. It is a tautomer of a hypotaurocyamine zwitterion.